C(C(CCCCCCCCCCCCCCCO)O)O 1,2,17-heptadecanetriol